(4-chloro-2-fluorophenyl)-2-methyl-8-(piperidin-4-yl)chroman-4-one (6Z,9Z,28Z,31Z)-heptatriaconta-6,9,28,31-tetraen-19-yl-4-(dimethylamino)-butanoate CCCCC\C=C/C\C=C/CCCCCCCCC(CCCCCCCC\C=C/C\C=C/CCCCC)OC(CCCN(C)C)=O.ClC1=CC(=C(C=C1)C1(OC2=C(C=CC=C2C(C1)=O)C1CCNCC1)C)F